4-(4-(3,8-diazabicyclo-[3.2.1]octan-3-yl)-6-chloro-8-fluoro-2-((1-(pyrrolidin-1-ylmethyl)cyclopropyl)meth-oxy)quinazolin-7-yl)benzo-[d]oxazol-2-amine C12CN(CC(CC1)N2)C2=NC(=NC1=C(C(=C(C=C21)Cl)C2=CC=CC1=C2N=C(O1)N)F)OCC1(CC1)CN1CCCC1